O=C(CCCC(=O)[O-])NCCO[C@@H]1O[C@@H]([C@H]([C@@H]([C@H]1O)O)O)CO 5-oxo-5-((2-(((2R,3R,4S,5S,6R)-3,4,5-trihydroxy-6-(hydroxymethyl)tetrahydro-2H-pyran-2-yl)oxy)ethyl)amino)pentanoate